ClC=1C(=C(C=CC1Cl)NC=1C2=C(N=CN1)C=NC(=C2)OC2CN(C2)C(C=C)=O)F 1-(3-((4-((3,4-dichloro-2-fluorophenyl)amino)pyrido-[3,4-d]pyrimidin-6-yl)oxy)-azetidin-1-yl)prop-2-en-1-one